ClC1=CC(=NC2=CC=CC=C12)C1C(N(CC1)C)=O (4-chloroquinolin-2-yl)-1-methylpyrrolidin-2-one